The molecule is a monocarboxylic acid that is 2-methylpropanoic acid substituted by a 4-(4-chlorobenzoyl)phenoxy group at position 2. It is a metabolite of the drug fenofibrate. It has a role as a marine xenobiotic metabolite and a drug metabolite. It is a chlorobenzophenone, a monocarboxylic acid and an aromatic ketone. CC(C)(C(=O)O)OC1=CC=C(C=C1)C(=O)C2=CC=C(C=C2)Cl